6-fluoro-N-(4-fluoro-3-(4-(5-(4-methylpiperazin-1-yl)pyridin-3-yl)-1H-1,2,3-triazol-1-yl)phenyl)picolinamide FC1=CC=CC(=N1)C(=O)NC1=CC(=C(C=C1)F)N1N=NC(=C1)C=1C=NC=C(C1)N1CCN(CC1)C